1,1,1-trifluoro-N-[4-[[[5-fluoro-6-[methyl-[(3-pyrazol-1-ylphenyl)methyl]amino]pyrimidin-4-yl]amino]methyl]cyclohexyl]methanesulfonamide FC(S(=O)(=O)NC1CCC(CC1)CNC1=NC=NC(=C1F)N(CC1=CC(=CC=C1)N1N=CC=C1)C)(F)F